FC1=C(C(=CC=C1)C)C1=C(C(=NC2=CC(=CC=C12)C1=CC=NN1C)N1CC2(CN(C2)C(C=C)=O)CC1)C 1-(6-(4-(2-fluoro-6-methylphenyl)-3-methyl-7-(1-methyl-1H-pyrazol-5-yl)-2-quinolinyl)-2,6-diazaspiro[3.4]octan-2-yl)-2-propen-1-one